ClC=1C=C(C=C(C1OC=1C=C2C=C(C(N(C2=CC1)COCC[Si](C)(C)C)=O)C)Cl)N=CN(C)C N'-[3,5-dichloro-4-[[3-methyl-2-oxo-1-(2-trimethylsilylethoxymethyl)-6-quinolyl]oxy]phenyl]-N,N-dimethylformamidine